2-methylbenzo[d]thiazol-5-ol CC=1SC2=C(N1)C=C(C=C2)O